(3S,4R)-4-[6-[2-hydroxy-6-methyl-4-(trifluoro-methyl)phenyl]pyrazolo[3,4-b]pyridin-2-yl]tetra-hydropyran-3-ol OC1=C(C(=CC(=C1)C(F)(F)F)C)C=1C=CC=2C(N1)=NN(C2)[C@H]2[C@@H](COCC2)O